N=1C=NN2C1C=CC=C2CCOCC(=O)N2CC1CCC(C2)N1C1=CC=C(C=N1)C#N 6-{3-[2-(2-{[1,2,4]triazolo[1,5-a]pyridin-5-yl}ethoxy)acetyl]-3,8-diazabicyclo[3.2.1]octan-8-yl}pyridine-3-carbonitrile